COC(C(=[N+]=[N-])C1=C(C=CC=C1)Br)=O 2-(2-bromophenyl)-2-diazoacetic acid methyl ester